FC1=NC=CC(=C1)C1=C(C(=CC=C1)C(C)C)CC(=O)O 2-(2-(2-Fluoropyridin-4-yl)-6-isopropylphenyl)acetic acid